(S)-5-(3-(1-(4-methyl-4H-1,2,4-triazol-3-ylsulfanyl)ethyl)phenyl)-3-p-tolylisoxazole CN1C(=NN=C1)S[C@@H](C)C=1C=C(C=CC1)C1=CC(=NO1)C1=CC=C(C=C1)C